3-(4,6-dimethyl-5-(4-oxopiperidin-1-yl)pyridin-2-yl)piperidine-2,6-dione CC1=CC(=NC(=C1N1CCC(CC1)=O)C)C1C(NC(CC1)=O)=O